[Pt].C(C(C)N)N.C(C(C)N)N bis(propylenediamine) platinum